ClC1=NC=C(C(=C1F)NC(C)=O)I 1-N-(2-Chloro-3-fluoro-5-iodopyridin-4-yl)acetamide